(6-methyl-5-((3R,5R)-5-methylpyrrolidin-3-yloxy)pyrazin-2-yl)-1H-indole-7-carbonitrile CC1=C(N=CC(=N1)N1C=CC2=CC=CC(=C12)C#N)O[C@H]1CN[C@@H](C1)C